benzyl-1-[(dibenzylamino)methyl]-2-naphthol C(C1=CC=CC=C1)C=1C(=C(C2=CC=CC=C2C1)CN(CC1=CC=CC=C1)CC1=CC=CC=C1)O